4-tert-butoxy-6-cyclopropyl-2-(ethylsulfanyl)-7-[6-fluoro-5-Methyl-2-(triphenylmethyl)-2H-indazol-4-yl]-8-[(1S)-1-phenylethoxy]quinazoline C(C)(C)(C)OC1=NC(=NC2=C(C(=C(C=C12)C1CC1)C=1C2=CN(N=C2C=C(C1C)F)C(C1=CC=CC=C1)(C1=CC=CC=C1)C1=CC=CC=C1)O[C@@H](C)C1=CC=CC=C1)SCC